N1CCC2(CC1)CC=1C(=NC=CC1)C2 spiro[5,7-dihydrocyclopenta[b]pyridine-6,4'-piperidine]